6-bromo-5-(2-fluorophenoxy)-1H-indole BrC1=C(C=C2C=CNC2=C1)OC1=C(C=CC=C1)F